N,N'-bis(3-methylphenyl)-N,N'-diphenyl-p-phenylenediamine CC=1C=C(C=CC1)N(C1=CC=C(C=C1)N(C1=CC=CC=C1)C1=CC(=CC=C1)C)C1=CC=CC=C1